trans-3-(3-(2-((4-aminocyclohexyl)amino)-5-fluoropyrimidin-4-yl)phenyl)oxazolidin-2-one N[C@@H]1CC[C@H](CC1)NC1=NC=C(C(=N1)C=1C=C(C=CC1)N1C(OCC1)=O)F